N(N)C([C@H](C(C)(C)C)NC(OC(C)(C)C)=O)=O tert-butyl (S)-(1-hydrazineyl-3,3-dimethyl-1-oxobutan-2-yl)carbamate